C1(=O)NC(=O)NC(=O)N1 triazinetriol